(E)-1H-pyrazol-5-ol N1N=CC=C1O